COC(=O)C=1OC=CN1 Oxazole-2-carboxylic acid methyl ester